7-((2-methyl-4-(3-(trifluoromethyl)azetidin-1-yl)phenyl)amino)-2H-benzo[b][1,4]oxazin-3(4H)-one CC1=C(C=CC(=C1)N1CC(C1)C(F)(F)F)NC=1C=CC2=C(OCC(N2)=O)C1